tert-butyl N-[(1S)-1-[[(1S)-1-cyclohexyl-2-[(2S)-2-[4-(3-hydroxybenzoyl)-1,3-thiazol-2-yl]pyrrolidin-1-yl]-2-oxoethyl]carbamoyl]ethyl]-N-methylcarbamate C1(CCCCC1)[C@@H](C(=O)N1[C@@H](CCC1)C=1SC=C(N1)C(C1=CC(=CC=C1)O)=O)NC(=O)[C@H](C)N(C(OC(C)(C)C)=O)C